(3S,4R)-3-acrylamido-4-((6-(2,6-dichloro-3,5-dimethoxyphenyl)quinazolin-2-yl)amino)pyrrolidine-1-carboxylic acid tert-butyl ester C(C)(C)(C)OC(=O)N1C[C@@H]([C@@H](C1)NC1=NC2=CC=C(C=C2C=N1)C1=C(C(=CC(=C1Cl)OC)OC)Cl)NC(C=C)=O